5-((S)-1-((S)-1-(1-(5-(trifluoromethyl)pyrimidin-2-yl)piperidin-4-yl)-2-oxopyrrolidin-3-yloxy)propan-2-ylamino)-4-(trifluoromethyl)pyridazin FC(C=1C=NC(=NC1)N1CCC(CC1)N1C([C@H](CC1)OC[C@H](C)NC=1C(=CN=NC1)C(F)(F)F)=O)(F)F